C1=CC=CC=2C3=CC=CC=C3N(C12)C=1C=C(C=CC1)C1=CC(=CC(=C1)N1C2=CC=CC=C2C=2C=C(C=CC12)C1=CC=CC=C1)N1C2=CC=CC=C2C=2C=C(C=CC12)C1=CC=CC=C1 3'-(9H-carbazol-9-yl)-3,5-bis(3-phenyl-9H-carbazol-9-yl)-[1,1'-biphenyl]